1-(5-Tetrahydropyran-2-yloxypent-2-ynyl)-4-(4,4,5,5-tetramethyl-1,3,2-dioxaborolan-2-yl)pyrazole O1C(CCCC1)OCCC#CCN1N=CC(=C1)B1OC(C(O1)(C)C)(C)C